C12C(CC(CC1CN1C(C=CC1=O)=O)C2)CN2C(C=CC2=O)=O 1,1'-(bicyclo[2.2.1]heptane-2,6-diylbis(methylene))bis(1H-pyrrole-2,5-dione)